C(#N)[C@@H]1C[C@@H](C(N1)=O)CCNC(=O)[C@@H]1[C@H]2C([C@H]2CN1C([C@H](C(C)(C)C)NC(C(F)(F)F)=O)=O)(C)C (1R,2S,5S)-N-(2-((3S,5S)-5-cyano-2-oxopyrrolidin-3-yl)ethyl)-3-((S)-3,3-dimethyl-2-(2,2,2-trifluoroacetamido)butanoyl)-6,6-dimethyl-3-azabicyclo[3.1.0]hexane-2-carboxamide